[Si](C)(C)(C(C)(C)C)OC1CC=C(CC1)C1=CN=CS1 5-(4-((tert-butyldimethylsilyl)oxy)cyclohex-1-en-1-yl)thiazol